C[C@H]1[C@H]([C@H]([C@@H]([C@@H](O1)O[C@@H]2[C@H]([C@@H](O[C@@H]([C@H]2O[C@H]3[C@@H]([C@H]([C@H]([C@H](O3)CO)O)O)O)CO)OC[C@@H]4[C@@H]([C@@H]([C@H]([C@@H](O4)O[C@@H]5[C@H](OC([C@@H]([C@H]5O)O)O)CO)O)O[C@H]6[C@@H]([C@H]([C@@H]([C@H](O6)CO)O[C@H]7[C@@H]([C@H]([C@H]([C@H](O7)CO)O)O)O[C@H]8[C@H]([C@@H]([C@@H]([C@@H](O8)C)O)O)O)O)NC(=O)C)O)NC(=O)C)O)O)O The molecule is a branched amino oligosaccharide comprising two fucosyl residues, three galactose residues and two N-acetylglucosamine residues, with a glucose residue at the reducing end, in the arrangement shown. It is an amino oligosaccharide and a glucosamine oligosaccharide.